N-(1-(4-((2,6-Diazaspiro[3.3]heptan-2-yl)methyl)phenyl)-2-oxo-1,2-dihydropyrimidin-4-yl)-4-(2-amino-2-methylpropanoyl)piperazine-1-carboxamide Hydrochloride Salt Cl.C1N(CC12CNC2)CC2=CC=C(C=C2)N2C(N=C(C=C2)NC(=O)N2CCN(CC2)C(C(C)(C)N)=O)=O